N-((1s,3s)-3-hydroxy-3-phenylcyclobutyl)-2-(1-methyl-1H-imidazol-5-yl)-6-(tetrahydro-2H-pyran-4-yl)pyrimidine-4-carboxamide OC1(CC(C1)NC(=O)C1=NC(=NC(=C1)C1CCOCC1)C1=CN=CN1C)C1=CC=CC=C1